N1(N=CN=C1)C[C@]12C[C@H](C[C@H](N1C(=O)NC1=CC(=C(C=C1)C)C1=NC=C(C=N1)F)C2)C (1R,3S,5S)-1-((1H-1,2,4-triazol-1-yl)methyl)-N-(3-(5-fluoropyrimidin-2-yl)-4-methylphenyl)-3-methyl-6-azabicyclo[3.1.1]heptane-6-carboxamide